FC(C=1N=C2N(C(=CC=C2)NC2CCC(CC2)NC(=O)C2=CN=CN2)C1)(F)F N-[(1s,4s)-4-{[2-(trifluoromethyl)imidazo[1,2-a]pyridin-5-yl]amino}cyclohexyl]-1H-imidazole-5-carboxamide